BrC=1C(=CC=2C3=C(C(=NC2C1F)SC)N=NN3[C@@H]3C[C@H](N(CC3)C(=O)OC(C)(C)C)C)I tert-butyl (2R,4S)-4-(7-bromo-6-fluoro-8-iodo-4-(methylthio)-1H-[1,2,3]triazolo[4,5-c]quinolin-1-yl)-2-methylpiperidine-1-carboxylate